5-fluoro-4-methoxy-2-(4,4,5,5-tetramethyl-1,3,2-dioxaborolan-2-yl)benzonitrile FC=1C(=CC(=C(C#N)C1)B1OC(C(O1)(C)C)(C)C)OC